CC(C)(C1CCC(CC1)O)C1CCC(CC1)O 4,4'-(1-methylethylidene)bis[cyclohexanol]